CC1(CCC1)O Methylcyclobutanol